ClC=1C=C2C(=NC(=NC2=C(C1C1=CC(=CC2=CC=CC=C12)O)F)O[C@@H](C(OC)OC)C)N1CCN(CC1)C(=O)OC(C)(C)C tert-butyl 4-(6-chloro-2-(((R)-1,1-dimethoxypropan-2-yl)oxy)-8-fluoro-7-(3-hydroxynaphthalen-1-yl)quinazolin-4-yl)piperazine-1-carboxylate